ClC1=C(C(=CC=C1)F)NC(C1=C(C=C(C(=C1)F)C=1SC(=C(N1)CO)C(C)O)O[C@H](C(F)(F)F)C)=O N-(2-Chloro-6-fluorophenyl)-5-fluoro-4-(5-(1-hydroxyethyl)-4-(hydroxymethyl)thiazol-2-yl)-2-(((S)-1,1,1-trifluoropropan-2-yl)oxy)benzamide